OC1=C2C(=CC3=C1CCC(CO3)C)OC(=CC2=O)C 5-hydroxy-2,8-dimethyl-6,7,8,9-tetrahydropyrano[3,2-h][1]benzoxepin-4-one